4-formyl-1,4-cyclohexadiene-1,2-dicarboxylic acid diisopropyl ester C(C)(C)OC(=O)C1=C(CC(=CC1)C=O)C(=O)OC(C)C